6-HYDROXY-4-OXO-4H-CHROMENE-3-CARBALDEHYDE OC=1C=C2C(C(=COC2=CC1)C=O)=O